(3-Bromo-pyridin-5-yl)methanol BrC=1C=NC=C(C1)CO